5-Bromo-3-(2,2-difluoroethyl)-7-fluoro-1,3-benzoxazol BrC=1C=C(C2=C(N(CO2)CC(F)F)C1)F